N1CCNC2=CC=CC=C12 1,2,3,4-Tetrahydroquinoxaline